CN1N=CC(=C1)CCOC1=NC(=CC(=N1)N1CCOCC1)OC1=NN(C(=C1)C1=CC=CC=C1)C 4-(2-(2-(1-methyl-1H-pyrazol-4-yl)ethoxy)-6-((1-methyl-5-phenyl-1H-pyrazol-3-yl)oxy)pyrimidin-4-yl)morpholine